OCCOC=1C=C2C=CC(=CC2=CC1)C1(C2=CC=CC(=C2C=2C(=CC=CC12)C=1C2=CC=CC=C2C=2C=CC=CC2C1)C=1C2=CC=CC=C2C=2C=CC=CC2C1)C1=CC2=CC=C(C=C2C=C1)OCCO 9,9-bis(6-(2-hydroxyethoxy)-2-naphthyl)-4,5-di(9-phenanthryl)fluorene